ClC1=C2C(=NC=NC2=CC=C1NC(\C=C\CN(C)C)=O)NC=1C=C(C=CC1OC)C1=C(C=C(C=C1)F)F (E)-N-(5-chloro-4-((2',4'-difluoro-4-methoxy-[1,1'-biphenyl]-3-yl)amino)quinazolin-6-yl)-4-(dimethylamino)but-2-enamide